FC1=C(C(=CC=C1)F)C1=NC=2N(C(=N1)NC=1C=NN(C1)C1CCNCC1)N=CC2 2-(2,6-difluorophenyl)-N-(1-(piperidin-4-yl)-1H-pyrazol-4-yl)pyrazolo[1,5-a][1,3,5]triazin-4-amine